(1R,3aR,6aS)-2-((S)-2-fluoro-2-(3-fluorophenyl)propanoyl)-N-((S)-4-fluoro-3-oxo-1-((S)-2-oxopyrrolidin-3-yl)butan-2-yl)octahydrocyclopenta[c]pyrrole-1-carboxamide F[C@@](C(=O)N1[C@H]([C@@H]2[C@H](C1)CCC2)C(=O)N[C@@H](C[C@H]2C(NCC2)=O)C(CF)=O)(C)C2=CC(=CC=C2)F